N-(4-(8-(2-cyanoacetyl)-3,8-diazabicyclo[3.2.1]oct-3-yl)-1H-pyrrolo[2,3-b]pyridin-6-yl)cyclopropylcarboxamide C(#N)CC(=O)N1C2CN(CC1CC2)C2=C1C(=NC(=C2)NC(=O)C2CC2)NC=C1